ClC=1C=C(C=C(C1F)Cl)C1(CC(=NO1)C1=CC(=C(C(=O)NS(=O)C2=CC=C(C=C2)OC(F)(F)F)C=C1)C)C(F)(F)F 4-(5-(3,5-dichloro-4-fluorophenyl)-5-(trifluoromethyl)-4,5-dihydroisoxazol-3-yl)-2-methyl-N-((4-(trifluoromethoxy)phenyl)sulfinyl)benzamide